C1(=CC=CC=C1)C(CCCC)C=1C=C(N)C=CC1 3-(1-phenylpentyl)aniline